1-methyldimethoxysilyl-8-bis(trimethoxysilylpropylamino)methylsilyloctane C[Si](CCCCCCCC[SiH2]C(NCCC[Si](OC)(OC)OC)NCCC[Si](OC)(OC)OC)(OC)OC